OCCOC=1C=C(C=CC1)NC(=O)C=1C=C2C=CC=NC2=CC1 N-(3-(2-hydroxyethoxy)phenyl)quinoline-6-carboxamide